FC=1C=NN(C1)C1=CC=C(C=N1)CN1CC2(CCC1)CCN(CC2)C2=NC(=CC(=N2)NC2=NNC(=C2)C)C 2-(2-((6-(4-fluoro-1H-pyrazol-1-yl)pyridin-3-yl)methyl)-2,9-diazaspiro[5.5]undecan-9-yl)-6-methyl-N-(5-methyl-1H-pyrazol-3-yl)pyrimidin-4-amine